7-fluoro-3-(4-fluorophenyl)-5-(1-hydroxyethyl)quinoline-2-carbonitrile FC1=CC(=C2C=C(C(=NC2=C1)C#N)C1=CC=C(C=C1)F)C(C)O